OC(C)(C)C1=C(C=C(C=C1)C1=NNCOC1)C(F)(F)F 5-[4-(2-hydroxypropan-2-yl)-3-(trifluoromethyl)phenyl]-3,6-dihydro-2H-1,3,4-oxadiazin